NC1=CC(C(NC1=NC=1C(=NN2C1C=CC(=C2C)C)NCCCN2CCCC2)=NC=2C(=NN1C2C=CC(=C1C)C)NCCCN1CCCC1)=N N3,N3'-(5-Amino-3-iminopyridin-2,6(1H,3H)-diyliden)bis{6,7-dimethyl-N2-[3-(pyrrolidin-1-yl)propyl]pyrazolo[1,5-a]pyridin-2,3-diamin}